1-{4-[(phenoxycarbonyl)amino]benzoyl}piperidine-4-carboxylic acid O(C1=CC=CC=C1)C(=O)NC1=CC=C(C(=O)N2CCC(CC2)C(=O)O)C=C1